ClC1=NC=C(C(=N1)Cl)N 2,4-dichloropyrimidine-5-amine